COC(CN(S(=O)(=O)C1=C(C=CC=C1)[N+](=O)[O-])CC(=O)OC)=O methyl 2-[N-(2-methoxy-2-oxoethyl)2-nitrobenzenesulfonamido]acetate